C(C1=CC=CC=C1)N1[C@H]2CNC[C@@H](C1)CC2 (1S,5R)-6-benzyl-3,6-diazabicyclo[3.2.2]nonane